O=C1N(CC2=C(C=CC=C12)NC1=NC(=NC=C1)NC1=CC(=CC=C1)N1CCN(CC1)C1=NC=CC=N1)C1C(NC(CC1)=O)=O 3-(1-oxo-4-((2-((3-(4-(pyrimidin-2-yl)piperazin-1-yl)phenyl)amino)pyrimidin-4-yl)amino)isoindolin-2-yl)piperidine-2,6-dione